ClC1=CC=C2C(=CNC2=C1)S(=O)(=O)NC1=NC=C(C(=N1)OC)CCC 6-chloro-N-(4-methoxy-5-propyl-pyrimidin-2-yl)-1H-indole-3-sulfonic acid amide